C(C)(C)(C)OC(NC12CC(C1)(C2)NC(COC2=CC(=C(C=C2)Cl)Cl)=O)=O (3-(2-(3,4-Dichlorophenoxy)acetylamino)bicyclo[1.1.1]pentan-1-yl)carbamic acid tert-butyl ester